(1R,2S,5S)-N-((3-chlorothieno[2,3-c]pyridin-4-yl)(cyano)methyl)-3-((S)-3,3-dimethyl-2-(2,2,2-trifluoroacetamido)butanoyl)-6,6-dimethyl-3-azabicyclo[3.1.0]hexane-2-carboxamide ClC1=CSC2=CN=CC(=C21)C(NC(=O)[C@@H]2[C@H]1C([C@H]1CN2C([C@H](C(C)(C)C)NC(C(F)(F)F)=O)=O)(C)C)C#N